C(C)(C)(C)OC(=O)N1C[C@H](CC1)NC1=NC=NC2=CC=C(C=C12)Br (S)-3-((6-bromo-4-quinazolinyl)amino)pyrrolidine-1-carboxylic acid tert-butyl ester